methyl 5-[[1-(tert-butoxycarbonylamino)cyclopropyl]methoxy]-2-chloro-pyridine-3-carboxylate C(C)(C)(C)OC(=O)NC1(CC1)COC=1C=C(C(=NC1)Cl)C(=O)OC